3-fluoro-N-(4-fluoro-3-{5-methyl-2H-pyrazolo[3,4-b]pyridin-2-yl}phenyl)azetidine-1-carboxamide FC1CN(C1)C(=O)NC1=CC(=C(C=C1)F)N1N=C2N=CC(=CC2=C1)C